Cl.N1CC(CCC1)CN1C(=NC=C1)C=O 1-(PIPERIDIN-3-YLMETHYL)-2-FORMYLIMIDAZOLE HCL